NC1=C(C=C(C=C1)Br)N1N=CC(=C1N)Cl 2-(2-amino-5-bromo-phenyl)-4-chloro-pyrazol-3-amine